N,N-dimethyl-3-phenyl-4,5-dihydroisoxazole-5-carboxamide CN(C(=O)C1CC(=NO1)C1=CC=CC=C1)C